COC1(CNCC1)C(C(C)C)(C)N 2-(3-methoxypyrrolidin-3-yl)-dimethylpropan-2-amine